2-thiomorpholinopyridin-4-amine S1CCN(CC1)C1=NC=CC(=C1)N